C(C)(C)(C)O[C@H](C(=O)OCC)C1=C(C2=C(N=C(S2)C=2C=C3C(=NN(C3=CC2)C)C2CCN(CC2)C2CS(C2)(=O)=O)C=C1C)C1=CC=C(C=C1)Cl ethyl (S)-2-(tert-butoxy)-2-(7-(4-chlorophenyl)-2-(3-(1-(1,1-dioxidothietan-3-yl)piperidin-4-yl)-1-methyl-1H-indazol-5-yl)-5-methylbenzo[d]thiazol-6-yl)acetate